ClC1=CC=C(OC2=NC=C(C=3C=CC=NC23)C#N)C=C1 8-(4-chlorophenoxy)-1,7-naphthyridine-5-carbonitrile